ClC=1C=C(OC2=C(C(S\C(=C(\C)/N(C=O)CC=3C(=NC(=NC3)C)N)\CCO)=O)C(=CC=C2)F)C=CC1 (Z)-S-(2-(N-((4-amino-2-methylpyrimidin-5-yl)methyl)formamido)-5-hydroxypent-2-en-3-yl) 2-(3-chlorophenoxy)-6-fluorobenzothioate